ClC(=C(F)F)C(F)F 2-chloro-1,1,3,3-tetrafluoroprop-1-ene